OCCCCCCCCCCCCC(CCCCCCCCC=CCC=CCCCCC)=O 1-hydroxyhentriaconta-22,25-dien-13-one